CC(CCCC[C@@H]1[C@@H](CI)O1)C (2S,3R)-2,3-epoxy-8-methyl-1-iodononane